methyl (R)-2-((tert-butoxycarbonyl) amino)-4,4-difluorohexanoate C(C)(C)(C)OC(=O)N[C@@H](C(=O)OC)CC(CC)(F)F